4-(7-(4-cyclopropylpyrimidin-2-yl)-4-(pyridin-4-yl)-5H-pyrrolo[3,2-d]pyrimidin-2-yl)morpholine C1(CC1)C1=NC(=NC=C1)C1=CNC2=C1N=C(N=C2C2=CC=NC=C2)N2CCOCC2